(1R,3R)-1-(1-(4-methoxyphenyl)ethyl)-5-oxopyrrolidine-3-carboxylic acid COC1=CC=C(C=C1)[C@@H](C)N1C[C@@H](CC1=O)C(=O)O